C(C1=CC=CC=C1)(=O)[C@@]([C@@](C(=O)O)(O)C(C1=CC=CC=C1)=O)(O)C(=O)O.N1=CC=CC(=C1)[C@@H]1N(C)CCC1 (R)-nicotine dibenzoyl-D-tartrate